CC1=CN=C(S1)CCN 2-(5-methylthiazol-2-yl)ethan-1-amine